methyl (S)-3-cyclohexyl-2-(2-(3-(5-(((S)-1-cyclopropylethyl)carbamoyl)-4H-1,2,4-triazol-3-yl)phenyl)oxazole-5-carboxamido)propanoate C1(CCCCC1)C[C@@H](C(=O)OC)NC(=O)C1=CN=C(O1)C1=CC(=CC=C1)C1=NN=C(N1)C(N[C@@H](C)C1CC1)=O